C(C)OC(OCC)[SiH2]C=1OC(=CC1)C (diethoxymethylsilyl)-5-methylfuran